C(C)(C)(C)OC(=O)N1CCC(CC1)NC(CC=1C=NC(=CC1)N1N=C(C=C1)F)=O 4-(2-(6-(3-fluoro-1H-pyrazol-1-yl)pyridin-3-yl)acetamido)piperidine-1-carboxylic acid tert-butyl ester